C(C1CO1)OCCC[Si](OCCC)(OCCC)C γ-glycidoxypropyl-methyl-dipropoxysilane